4-(4-(Benzo[d]thiazol-7-yl)-2-cyanophenyl)-N-(2-ethynyl-thiazol-4-yl)piperazine-1-carboxamide S1C=NC2=C1C(=CC=C2)C2=CC(=C(C=C2)N2CCN(CC2)C(=O)NC=2N=C(SC2)C#C)C#N